OC1=CC=C(C=C1)C=1N(C2=CC=CC=C2C(C1OC)=O)C (4-hydroxyphenyl)-3-methoxy-1-methylquinolin-4(1H)-one